ClC1=NC=C(C(=C1)C1=C(C=NC(=C1)C)C(=O)NC=1SC(=NN1)O[C@@H]1C[C@H](CC1)O)OC 2'-chloro-N-(5-(((1s,3s)-3-hydroxycyclopentyl)oxy)-1,3,4-thiadiazol-2-yl)-5'-methoxy-6-methyl-(4,4'-bipyridine)-3-carboxamide